ClC1=C(C=CC(=C1F)F)[C@H]1C(=C(NC(=N1)C=1N(C=CN1)C)C12C3C4C5(C(C14)C2C53)C(=O)O)C(=O)OC |o1:9| (R*)-4-(6-(2-chloro-3,4-difluorophenyl)-5-(methoxycarbonyl)-2-(1-methyl-1H-imidazol-2-yl)-3,6-dihydropyrimidin-4-yl)cubane-1-carboxylic Acid